tert-butyl (S)-4-((2,2-difluoro-6-(2-(3-methoxyazetidin-1-yl)-4-(methoxycarbonyl)phenyl)-7-azaspiro[3.5]nonan-7-yl)methyl)-5-methoxy-7-methyl-1H-indole-1-carboxylate FC1(CC2(C1)C[C@H](N(CC2)CC2=C1C=CN(C1=C(C=C2OC)C)C(=O)OC(C)(C)C)C2=C(C=C(C=C2)C(=O)OC)N2CC(C2)OC)F